ClC1=C(C(=O)OC)C=CC(=N1)C1=CC(=C(C=C1)C)C methyl 2-chloro-6-(3,4-dimethylphenyl)nicotinate